FC1=C(C=CC(=C1)CCN[C@@H]([C@H]1CNC2=CC=CN=C2C1)C1=CC=CC=C1)[C@@H](C(=O)O)C |o1:27| (S or R)-2-(2-fluoro-4-(2-(((S)-phenyl((R)-1,2,3,4-tetrahydro-1,5-naphthyridin-3-yl)methyl)amino)ethyl)phenyl)propanoic acid